Dansylsarcosine Piperidinium Salt [NH2+]1CCCCC1.S(=O)(=O)(C1=CC=CC=2C(N(C)C)=CC=CC12)N(C)CC(=O)[O-]